FC=1C=C(CCOC2=NC(N3C(N4[C@@]5(CO[C@H](C4)C5)C3)=C2)=O)C=CC1OC1=CC(=CC=C1)C(F)(F)F (3S,11aR)-7-(3-fluoro-4-(3-(trifluoromethyl)phenoxy)phenethoxy)-3,4-dihydro-1H,9H,11H-3,11a-methanopyrimido[6',1':2,3]imidazo[5,1-c][1,4]oxazin-9-one